1-(8-fluoro-2-(((2R,7aS)-2-fluorotetrahydro-1H-pyrrolizin-7a(5H)-yl)methoxy)-7-(3-hydroxynaphthalen-1-yl)pyrido[4,3-d]pyrimidin-4-yl)-4-(hydroxymethyl)piperidin-3-ol FC1=C(N=CC2=C1N=C(N=C2N2CC(C(CC2)CO)O)OC[C@]21CCCN1C[C@@H](C2)F)C2=CC(=CC1=CC=CC=C21)O